C(C)(C)OC(C(CP(=O)CCOC(C)C)C)=O 3-(isopropoxyethylphosphinyl)-2-methyl-propionic acid isopropyl ester